NC1CC(C1)C#N (1R,3R)-3-aminocyclobutane-1-carbonitrile